O1COC2=C1C=CC=C2C[C@@H](CNC(=O)NCCC2=CC=C(C=C2)C(F)(F)F)N(C)C ((S)-3-(benzo[d][1,3]dioxol-4-yl)-2-(dimethylamino)propyl)-3-(4-(trifluoromethyl)phenethyl)urea